BrC1=CC=C(O1)C(CNC(=O)C1=NC=CC=C1)SC1=CC=CC=C1 pyridine-2-carboxylic acid [2-(5-bromofuran-2-yl)-2-phenylsulfanylethyl]-amide